C1(CCCC1)N1C(=CC2=C1N=C(N=C2)NC2=CC=C(C=C2)OCCO)C(=O)N(C)C 7-cyclopentyl-2-[4-(2-hydroxyethoxy)anilino]-N,N-dimethyl-pyrrolo[2,3-d]pyrimidine-6-carboxamide